N-(2-Fluorophenyl)-N-[1-(2-phenylethyl)-4-piperidinyl]-propanamide FC1=C(C=CC=C1)N(C(CC)=O)C1CCN(CC1)CCC1=CC=CC=C1